N-(5-methyl-4-(1-(2-methylbenzoyl)indolin-5-yl)thiazol-2-yl)-2-(3-(4-(piperazin-1-yl)butoxy)phenyl)acetamide CC1=C(N=C(S1)NC(CC1=CC(=CC=C1)OCCCCN1CCNCC1)=O)C=1C=C2CCN(C2=CC1)C(C1=C(C=CC=C1)C)=O